(trans)-2-{2-[(4aS,8aR)-decahydroisoquinolin-2-yl]-2-oxoethyl}-6-{5-chloro-2-[(oxan-4-yl)amino]pyrimidin-4-yl}-2,3-dihydro-1H-isoindol-1-one C1N(CC[C@@H]2CCCC[C@@H]12)C(CN1C(C2=CC(=CC=C2C1)C1=NC(=NC=C1Cl)NC1CCOCC1)=O)=O